2,6-dimethylphenyl-sulfonate CC1=C(C(=CC=C1)C)S(=O)(=O)[O-]